ClC1=C(C=CC=C1C1=NC(=C(C=C1)CNCC(CO)O)OC)C1=C(C(=CC=C1)NC(=O)C=1C(N(C(N(C1)C)=O)C)=O)C N-(2'-chloro-3'-(5-(((2,3-dihydroxypropyl)amino)methyl)-6-methoxypyridin-2-yl)-2-methyl-[1,1'-biphenyl]-3-yl)-1,3-dimethyl-2,4-dioxo-1,2,3,4-tetrahydropyrimidine-5-carboxamide